OC[C@H](CCOC(F)(F)F)NC(OCC1=CC=CC=C1)=O benzyl [(2S)-1-hydroxy-4-(trifluoromethoxy)butan-2-yl]carbamate